3-(tert-butyl)-4-methylisoxazol-5-amine C(C)(C)(C)C1=NOC(=C1C)N